Cl.NC(CC(=O)OC)(CCC=C)CC methyl 3-amino-3-ethylhept-6-enoate hydrochloride